N-ethylisatoic anhydride C(C)N1C=2C(C(=O)OC1=O)=CC=CC2